2-(1-benzhydryl-piperidin-4-yl)-1,2,3,4-tetrahydroisoquinoline-6-carbonitrile C(C1=CC=CC=C1)(C1=CC=CC=C1)N1CCC(CC1)N1CC2=CC=C(C=C2CC1)C#N